perfluoro(4-vinyl-oxy-1-butene) FC(=C(C(C(OC(=C(F)F)F)(F)F)(F)F)F)F